C1(CC1)CN1C(=CC2=CC=CC=C12)C1=NC2=C(N1CCC1CCS(CC1)(=O)=O)C(=CC(=C2)C(=O)O)OC 2-(1-(cyclopropylmethyl)-1H-indol-2-yl)-1-(2-(1,1-dioxidotetrahydro-2H-thiopyran-4-yl)ethyl)-7-methoxy-1H-benzo[d]imidazole-5-carboxylic acid